{3-[3-(2,4-dioxo-1,3-diazinan-1-yl)-1-methylindazol-6-yl]cyclobutyl}methyl 4-methylbenzenesulfonate CC1=CC=C(C=C1)S(=O)(=O)OCC1CC(C1)C1=CC=C2C(=NN(C2=C1)C)N1C(NC(CC1)=O)=O